(5R)-3-{6-[(2-ethylphenyl)oxy]-3-pyridinyl}-5-methyl-2,4-imidazolidinedione C(C)C1=C(C=CC=C1)OC1=CC=C(C=N1)N1C(N[C@@H](C1=O)C)=O